(2r,6r)-4-(7-cyano-3-fluoro-pyrazolo[1,5-a]pyridin-4-yl)-6-methyl-N-(1-methyl-4-piperidinyl)morpholine-2-carboxamide C(#N)C1=CC=C(C=2N1N=CC2F)N2C[C@@H](O[C@@H](C2)C)C(=O)NC2CCN(CC2)C